C(C)O[Si](CCCSC#N)(OCCC)OCC Diethoxy(propoxy)(3-thiocyanatopropyl)silane